ClC1=C(C=CC=C1)N1NC=2C(=C(N(C(C2)=O)CC2=NC=CN=C2)C2=CC=C(C=C2)Cl)C1=O 2-(2-chlorophenyl)-4-(4-chlorophenyl)-5-(pyrazin-2-ylmethyl)-1H-pyrazolo[4,3-c]pyridine-3,6(2H,5H)-dione